(1R,6S)-6-amino-2,2-difluorocyclohexanol N[C@H]1CCCC([C@@H]1O)(F)F